6-(N-(2-(4-(3-bromothiophene-2-carbonyl)piperazin-1-yl)phenyl)-N-phenethylsulfamoyl)benzo[b]thiophene-2-carboxylic acid ethyl ester C(C)OC(=O)C1=CC2=C(S1)C=C(C=C2)S(N(CCC2=CC=CC=C2)C2=C(C=CC=C2)N2CCN(CC2)C(=O)C=2SC=CC2Br)(=O)=O